ClC1=NC=C(C(=N1)NC1=CC2=C(N(C(N2CCC(C)(C)O)=O)C)C=C1)Cl 5-[(2,5-Dichloropyrimidin-4-yl)amino]-3-(3-hydroxy-3-methyl-butyl)-1-methylbenzimidazol-2-on